(5S)-3-((2-((S)-(1-ethyl-1H-pyrazole-5-carboxamido)((1r,4S)-4-methylcyclohexyl)methyl)imidazo[1,2-b]pyridazin-6-yl)methyl)-2-oxo-5-(trifluoromethyl)pyrrolidine-3-carboxylic acid C(C)N1N=CC=C1C(=O)N[C@H](C=1N=C2N(N=C(C=C2)CC2(C(N[C@@H](C2)C(F)(F)F)=O)C(=O)O)C1)C1CCC(CC1)C